F[C@H]1[C@H](C1)C(=O)NC1=CC(=C(N=N1)C(=O)NC([2H])([2H])[2H])NC1=NC=CC=2C3=C([C@H](N(C12)C)C)N(N=N3)C |o1:1,2,28| rel-6-((1R,2R)-2-fluorocyclopropane-1-carboxamido)-N-(methyl-d3)-4-(((R)-3,4,5-trimethyl-4,5-dihydro-3H-[1,2,3]triazolo[4,5-c][1,7]naphthyridin-6-yl)amino)pyridazine-3-carboxamide